COC(C1=NC=C(C=C1)N1C(NC2=C1C=CC=C2)=O)=O 5-(2-oxo-2,3-dihydro-1H-benzo[d]imidazol-1-yl)picolinic acid methyl ester